CC1=CC(=CC2=C1[Se]NS2(=O)C2=CC(=CC(=C2)C)C)C 4,6-dimethyl-1-(3,5-dimethylphenyl)benzo[d][1,3,2]thiaselenazol-1-one